C1(=CC=CC=C1)[C@@H]1[C@H](C1)NC(=O)[C@@H]1CN(C[C@H]1C(=O)N[C@@H]1[C@H](C1)C1=CC=CC=C1)C(C1=CC=C(C=C1)C(C(F)(F)F)N1C[C@@H]([C@H](C1)NC(=O)NCCCCCCCCCCCCC)OC)=O (3S,4S)-N3,N4-bis((1S,2R)-2-phenylcyclopropyl)-1-(4-(2,2,2-trifluoro-1-((3S,4S)-3-methoxy-4-(3-tridecylureido)pyrrolidin-1-yl)ethyl)benzoyl)pyrrolidine-3,4-dicarboxamide